2'-FUCOSYLLACTOSE C1([C@@H](O)[C@H](O)[C@H](O)[C@@H](O1)C)[C@@]1([C@H](O[C@H]2[C@@H]([C@H](C(O)O[C@@H]2CO)O)O)O[C@@H]([C@@H]([C@@H]1O)O)CO)O